C1(CC1)OC=1C=NC=C(C=O)C1 5-CYCLOPROPOXYNICOTINALDEHYDE